ClC=1C(N(C(N(C1Cl)C)=O)CC1=NC(=NO1)C[C@H](O)C1=CC=C(C=C1)Cl)=O 5,6-dichloro-3-({3-[(2S)-2-(4-chlorophenyl)-2-hydroxyethyl]-1,2,4-oxadiazol-5-yl}methyl)-1-methyl-1,2,3,4-tetrahydropyrimidine-2,4-dione